N1=CC=NC2=C1C1=CC=CC=C1C=1C=CC=CC21 pyrazinophenanthrene